C(C)(C)(C)SC1=CC=C(C=C1)CCC1=CC=C(C=C1)SC(C)(C)C 1,2-bis(4-tert-butylthiophenyl)ethane